ClC=1C(=NC=CC1)C(=O)NC1(CCN(CC1)C1=NC=C(N=C1)C=1C=2N(C=C(C1)OCC)N=C1C2C=NN1)C 3-chloro-N-(1-(5-(6-ethoxy-1H-pyrazolo[3',4':3,4]pyrazolo[1,5-a]pyridin-4-yl)pyrazin-2-yl)-4-methylpiperidin-4-yl)-2-picolinamide